CC1C(=CC2=C(C=CC=C12)C)[Li] 1,4-dimethylindenyl-lithium